2-((3S)-3-(hydroxymethyl)-2-p-toluenesulfonyl-hexanamido)butyric acid OC[C@@H](C(C(=O)NC(C(=O)O)CC)S(=O)(=O)C1=CC=C(C)C=C1)CCC